ClC1=C(C=C(C=C1)C=1C=CC=C2C=CN(C(C12)=O)CC(N1CCCC1)=O)F 8-(4-chloro-3-fluorophenyl)-2-(2-oxo-2-(pyrrolidin-1-yl)ethyl)isoquinolin-1(2H)-one